CC=1SC=2N3C(=NN=C3C(N=C(C2C1C)C1=CC=CC=C1)CC(=O)OC(C)(C)C)C tert-butyl 2-[4,5,13-trimethyl-7-phenyl-3-thia-1,8,11,12-tetraazatricyclo[8.3.0.0[2,6]]trideca-2(6),4,7,10,12-pentaen-9-yl]acetate